BrC1=NNC2=NC=NC=C21 3-Bromo-1H-pyrazolo[3,4-d]pyrimidine